[I-].FC(=C(F)F)[Zn+] trifluorovinyl-zinc iodide